C1(CCCCC1)NC1CCCCC1 BIS-CYCLOHEXYLAMINE